methyl 2-chloro-6-[(E)-2-(dimethylamino)ethenyl]-5-nitropyridine-3-carboxylate ClC1=NC(=C(C=C1C(=O)OC)[N+](=O)[O-])\C=C\N(C)C